FC(C(=O)O)(F)F.COC(=O)C=1C=C(C=2N(C1NC1=C(C=C(C=C1)I)F)C=NC2)CC2=C(C(=NC=C2)N)F 8-[(2-amino-3-fluoropyridin-4-yl)methyl]-5-(2-fluoro-4-iodoanilino)imidazo[1,5-a]pyridine-6-carboxylic acid methyl ester trifluoroacetate salt